BrC1=CC2=C(OC(CN2C)CO)C=C1 (6-bromo-4-methyl-3,4-dihydro-2H-benzo[b][1,4]oxazin-2-yl)methanol